1-acetyl-3-methyl-5-phenyl-3-((4-(trifluoromethyl)phenyl)sulfonyl)methyl-1,3-dihydro-2H-pyrrol-2-one C(C)(=O)N1C(C(C=C1C1=CC=CC=C1)(CS(=O)(=O)C1=CC=C(C=C1)C(F)(F)F)C)=O